4-([1,1'-biphenyl]-4-carbonyl)-2,5-dimethylthiophene-3-carboxylic acid C1(=CC=C(C=C1)C(=O)C=1C(=C(SC1C)C)C(=O)O)C1=CC=CC=C1